C(C1=CC=CC=C1)OC1=C(C=CC(=C1)OCC1=CC=CC=C1)C1(COC1)NS(=O)C(C)(C)C N-{3-[2,4-bis(benzyloxy)phenyl]oxetan-3-yl}-2-methylpropane-2-sulfinamide